4-(tert-butyl)-2-formylphenyl trifluoromethanesulfonate FC(S(=O)(=O)OC1=C(C=C(C=C1)C(C)(C)C)C=O)(F)F